C(C)OC1=C2CN(C(C2=C(C=C1)F)=O)C1C(NC(CC1)=O)=O 3-(4-ethoxy-7-fluoro-1-oxoisoindolin-2-yl)piperidine-2,6-dione